(R)-(3-(3,7-dimethylocta-2,6-dien-1-yl)-2,4-dihydroxy-6-pentylphenyl)(2-methylaziridin-1-yl)methanone CC(=CCC=1C(=C(C(=CC1O)CCCCC)C(=O)[N@]1C(C1)C)O)CCC=C(C)C